FC1=C(C(=O)N[C@H](C(=O)OC)CC2=CC=C(C=C2)N2C(N(C3=C(C2=O)CCOC3)C)=O)C(=CC(=C1)N1[C@H](COCC1)C(F)(F)F)C methyl (S)-2-(2-fluoro-6-methyl-4-((R)-3-(trifluoromethyl)morpholino) benzamido)-3-(4-(1-methyl-2,4-dioxo-1,2,4,5,6,8-hexahydro-3H-pyrano[3,4-d]pyrimidin-3-yl)phenyl)propanoate